BrC=1C=C(C(=NC1O[C@@H](C)C1=CC(=CC(=C1)F)F)C)N=CN(C)CC N'-{5-Bromo-6-[(1S)-1-(3,5-difluorophenyl)ethoxy]-2-methyl-pyridin-3-yl}-N-ethyl-N-methylimidoformamid